Cl.N[C@@H](C)C1=NC(=NN1C=1N=CC(=NC1)C(=O)OC)C1CC1 methyl 5-{5-[(1S)-1-aminoethyl]-3-cyclopropyl-1H-1,2,4-triazol-1-yl}pyrazine-2-carboxylate hydrochloride